ClC1=NC=CC=C1C(N)([2H])[2H] 1-(2-chloropyridin-3-yl)-N-methyl-d2-amine